CN(S(=O)(=O)C1=CC=C(C=C1)S(=O)(=O)NC1=C(C=CC=C1)P(O)(O)=O)C (2-((4-(N,N-dimethylsulfamoyl)phenyl)sulfonamido)phenyl)phosphonic acid